FC=1C=C(CN2C(=NC3=NC=C(C=C32)N3C=CC=2N=CN=C(C23)OC)C)C=C(C1)C(F)(F)F 1-(3-fluoro-5-(trifluoromethyl)benzyl)-6-(4-methoxy-5H-pyrrolo[3,2-d]pyrimidin-5-yl)-2-methyl-1H-imidazo[4,5-b]pyridine